5-CHLORO-3-ETHYL-1-METHYL-1H-PYRAZOLE-4-CARBALDEHYDE ClC1=C(C(=NN1C)CC)C=O